dimethylsilyl-bis(methylcyclopentadienyl)zirconium difluoride [F-].[F-].C[SiH](C)[Zr+2](C1(C=CC=C1)C)C1(C=CC=C1)C